(2S,4S)-4-fluoro-1-(2-fluoro-4-(3-fluorobenzyloxy)benzyl)pyrrolidine-2-formamide F[C@H]1C[C@H](N(C1)CC1=C(C=C(C=C1)OCC1=CC(=CC=C1)F)F)C(=O)N